O1CCC(C2=CC=CC=C12)CN1CC(N(CC1)C1CC2(C1)CCNCC2)C2=C(C=CC=C2)C(C)C 2-(4-(chroman-4-ylmethyl)-2-(2-isopropylphenyl)piperazin-1-yl)-7-azaspiro[3.5]nonane